CC[C@@H](C(=O)[O-])[NH3+] The molecule is an L-alpha-amino acid zwitterion that is L-alpha-aminobutyric acid in which a proton has been transferred from the carboxy group to the amino group. It is the major species at pH 7.3. It is a tautomer of a L-alpha-aminobutyric acid.